2-(2,6-dioxopiperidin-3-yl)-5-(6-(piperidin-4-ylmethyl)-3,6-diazabicyclo[3.1.1]heptan-3-yl)isoindoline-1,3-dione O=C1NC(CCC1N1C(C2=CC=C(C=C2C1=O)N1CC2N(C(C1)C2)CC2CCNCC2)=O)=O